Cl.CN([C@H]1CNCCC1)C (3R)-N,N-dimethylpiperidin-3-amine hydrochloride